1-cyclopropyl-4-trimethylsilyl-but-3-yn-2-one C1(CC1)CC(C#C[Si](C)(C)C)=O